2-{4,7,10-tris[(1S)-1-carboxy-2-hydroxyethyl]-1,4,7,10-tetraazacyclododecan-1-yl}pentanoic acid C(=O)(O)[C@H](CO)N1CCN(CCN(CCN(CC1)[C@@H](CO)C(=O)O)[C@@H](CO)C(=O)O)C(C(=O)O)CCC